C(CC)N1C(=CC=C1[Sn](C)(C)C)[Sn](C)(C)C N-propyl-2,5-bis-trimethylstannyl-pyrrole